COC(=O)[C@@H]1N(CC(C1)C(F)F)C(=O)OC(C)(C)C (2R)-4-(difluoromethyl)pyrrolidine-1,2-dicarboxylic acid 1-tert-butyl ester 2-methyl ester